1,3-dimethyl-1,4-dihydropyrimidine CN1CN(CC=C1)C